ClC=1C=C(C=CC1)C(CC(=O)OC)=C=O methyl 3-(3-chlorophenyl)-3-carbonylpropionate